tert-butyl 4-(7-{[(1R)-1-(2,4-dichlorophenyl)ethyl]amino}-2-methylpyrazolo[4,3-d]pyrimidin-5-yl)piperazine-1-carboxylate ClC1=C(C=CC(=C1)Cl)[C@@H](C)NC=1C=2C(N=C(N1)N1CCN(CC1)C(=O)OC(C)(C)C)=CN(N2)C